tert-butyl (2S)-2-(1-((1-oxo-1,3-dihydroisobenzofuran-5-yl)oxy)propyl)pyrrolidine-1-carboxylate O=C1OCC2=CC(=CC=C12)OC(CC)[C@H]1N(CCC1)C(=O)OC(C)(C)C